NC1=NC2=C(N1CC(C)(O)C)C=C(C=C2)CN2CCN(CC2)C 1-(2-amino-6-((4-methylpiperazin-1-yl)methyl)-1H-benzo[d]imidazol-1-yl)-2-methylpropan-2-ol